(S)-N-((4-(4-(trifluoromethoxy)phenyl)-4,5,6,7-tetrahydropyrazolo[1,5-a]pyrimidin-6-yl)methyl)acrylamide FC(OC1=CC=C(C=C1)N1C=2N(C[C@H](C1)CNC(C=C)=O)N=CC2)(F)F